BrC=1C=2N(C=C(C1)C)C=C(N2)[C@@H](C)N[S@](=O)C(C)(C)C (R)-N-((R)-1-(8-bromo-6-methylimidazo[1,2-a]pyridin-2-yl)ethyl)-2-methylpropane-2-sulfinamide